CC1=NC(=CC=C1[N+](=O)[O-])N1CCC(CC1)C(F)(F)F methyl-3-nitro-6-(4-(trifluoromethyl)piperidin-1-yl)pyridine